N-[4-[(6,7-Dimethoxy-1,5-naphthyridin-4-yl)oxy]phenyl]-5-(4-fluorophenyl)-1-methoxy-4-oxopyridine-3-carboxamide COC=1N=C2C(=CC=NC2=CC1OC)OC1=CC=C(C=C1)NC(=O)C1=CN(C=C(C1=O)C1=CC=C(C=C1)F)OC